CSC=1N=CC2=C(N1)N(C(=C2)C(=O)O)[C@H]2COCCC2 |r| rac-2-methylsulfanyl-7-tetrahydropyran-3-yl-pyrrolo[2,3-d]pyrimidine-6-carboxylic acid